C(C1=CC=CC=C1)OC(=O)N[C@@H](C(=O)OCC1=CC=CC=C1)CNC(C1=CC(=CC(=C1)F)N1C=NC=C1CC)=O (R)-benzyl 2-(((benzyloxy)carbonyl)amino)-3-(3-(5-ethyl-1H-imidazol-1-yl)-5-fluorobenzamido)propanoate